O=C1NC(CCC1N1C(C2=CC=C(C=C2C1=O)NS(=O)(=O)C1=CC2=C(S1)C=CC=C2)=O)=O N-(2-(2,6-dioxopiperidin-3-yl)-1,3-dioxoisoindolin-5-yl)benzo[b]thiophene-2-sulfonamide